N1-((3-((5s,8s)-3,3-dimethyl-1-oxaspiro[4.5]decan-8-yl)-5,6-dihydro-4H-pyrrolo[1,2-b]-pyrazol-2-yl)methyl)-N1,N2-dimethylethane-1,2-diamine CC1(COC2(C1)CCC(CC2)C2=C1N(N=C2CN(CCNC)C)CCC1)C